(4R)-2-{[(2S)-1,4-Dioxolan-2-yl]methyl}-4-methyl-N-{[(2S)-oxolan-2-yl]methyl}-8-(trifluoromethyl)-4,5-dihydro-2H-furo[2,3-g]indazole-7-carboxamide O1[C@H](COC1)CN1N=C2C3=C(C[C@H](C2=C1)C)OC(=C3C(F)(F)F)C(=O)NC[C@H]3OCCC3